FC1=CC(=C2C(=C(N(C2=C1)CC(F)(F)F)C(COC)(C)C)C1=CC=C(C(=O)O)C=C1)O 4-[6-fluoro-4-hydroxy-2-(1-methoxy-2-methylpropan-2-yl)-1-(2,2,2-trifluoroethyl)indol-3-yl]benzoic acid